C1=NOC2=C1C1=CC=CC=C1C=C2 naphtho[1,2-d]isoxazole